C(#N)N=C(NCC1=CN=C(S1)C(=O)O)NC1=CC=NC=C1 5-{[2-cyano-3-(pyridin-4-yl)guanidino]methyl}thiazole-2-carboxylic acid